COC(=O)C=1C(=C(C2=C(C=CO2)C1)F)NC1=C(C=C(C=C1)Br)F 6-((4-Bromo-2-fluorophenyl)amino)-7-fluorobenzofuran-5-carboxylic acid methyl ester